O1C(=CC=C1)C=1C=CC(=C(C1)NC1=NC=NC2=CC(=C(C=C12)NC1CCN(CC1)C(C=C)=O)OCCOC)OC 1-(4-((4-((5-(furan-2-yl)-2-methoxyphenyl)amino)-7-(2-methoxyethoxy)quinazolin-6-yl)amino)piperidin-1-yl)prop-2-en-1-one